BrC1=C(C=C2CCN(CC2=C1)C(=O)OC(C)(C)C)[N+](=O)[O-] tert-Butyl 7-bromo-6-nitro-3,4-dihydroisoquinoline-2(1H)-carboxylate